CC=1C=C(C=C(C1OCCCCCCCCCCCC)C)S(=O)(=O)[O-].[Na+] sodium 3,5-dimethyl-4-dodecyloxybenzenesulfonate